C[C@H]1[C@]23[C@@H](CC1)C([C@H](C(=C(C2)C(C)=O)C)C3)(C)C 1-[(1R,2R,5S,7R)-2,6,6,8-tetramethyl-9-tricyclo[5.3.1.01,5]undec-8-enyl]ethanone